(3S)-1-[(2S)-2-[(tert-butoxycarbonyl)amino]-3-[3-[3-(3-hydroxy-2,2-dimethylpropyl)-2-iodo-1H-indol-5-yl]-5-[(triisopropylsilyl)oxy]phenyl]propanoyl]-1,2-diazinane-3-carboxylic acid C(C)(C)(C)OC(=O)N[C@H](C(=O)N1N[C@@H](CCC1)C(=O)O)CC1=CC(=CC(=C1)O[Si](C(C)C)(C(C)C)C(C)C)C=1C=C2C(=C(NC2=CC1)I)CC(CO)(C)C